ClC=1C=CC2=C(N=C3COCCN32)C1\N=C\1/NC(N(C(N1CC1=C(C=C(C(=C1)F)F)F)=O)CC1=NN(C=N1)C)=O (E)-6-((8-chloro-3,4-dihydro-1H-benzo[4,5]imidazo[2,1-c][1,4]oxazin-9-yl)imino)-3-((1-methyl-1H-1,2,4-triazol-3-yl)methyl)-1-(2,4,5-trifluorobenzyl)-1,3,5-triazine-2,4-dione